diphenoxybutyl-phosphine chloride [Cl-].O(C1=CC=CC=C1)C(CCCP)OC1=CC=CC=C1